FC1=C(C=C(O[C@H]2C[C@H](C2)OC=2N=CC(=NC2)C2=CC(=NO2)O)C=C1)C(F)(F)F 5-[5-({cis-3-[4-fluoro-3-(trifluoromethyl)phenoxy]cyclobutyl}oxy)pyrazin-2-yl]isoxazol-3-ol